1-(6-methoxy-2-(2-(methoxymethyl)-7-methylquinoxalin-5-yl)-5-methylbenzo[d]thiazol-4-yl)ethanol COC1=CC2=C(N=C(S2)C2=C3N=CC(=NC3=CC(=C2)C)COC)C(=C1C)C(C)O